C(=O)(OCCCC)OC(=O)[O-] butyl dicarbonat